N1CC(CC1)CCOC1=CC=2N(C=C1)C(=CN2)C2=CC(=NC=N2)N {6-[7-(2-pyrrolidin-3-yl-ethoxy)-imidazo[1,2-a]Pyridin-3-yl]-pyrimidin-4-yl}-amine